N[C@@H](CCCN)C(=O)[O-] L-ornithinate